2-chloro-3-(2-fluoropropionylamino)-4-methoxy-N-(1-methyltetrazol-5-yl)benzamide ClC1=C(C(=O)NC2=NN=NN2C)C=CC(=C1NC(C(C)F)=O)OC